FC(OC=1C=C(C=CC1)C1=NC(=NO1)[C@@H]1CC12CCN(CC2)S(=O)(=O)N)F (1R)-1-{5-[3-(difluoromethoxy)phenyl]-1,2,4-oxadiazol-3-yl}-6-azaspiro[2.5]octane-6-sulfonamide